C1(CCCCCC1)NC(OC1=CC(=C(C=C1)F)C=1C=NC=C(C1)C=1OC=NN1)=O 3-(5-(1,3,4-oxadiazol-2-yl)pyridin-3-yl)-4-fluorophenyl cycloheptylcarbamate